bis[2-[bis(carboxymethyl)amino]ethyl]glycine C(=O)(O)CN(CCN(CC(=O)O)CCN(CC(=O)O)CC(=O)O)CC(=O)O